C12(CC3CC(CC(C1)C3)C2)NCCCCNC2=C3C(NC(=NC3=CC=C2)C)=O 5-((4-(((3s,5s,7s)-adamantan-1-yl)amino)butyl)amino)-2-methyl-4-oxoquinazoline